4,6-dichloropyridine-3-carbaldehyde ClC1=C(C=NC(=C1)Cl)C=O